4-((dimethyl(oxo)-λ6-sulfaneylidene)carbamoyl)-2-((4-(4,4-dimethylpiperidin-1-yl)pyridin-2-yl)carbamoyl)benzoic acid CS(=O)(C)=NC(=O)C1=CC(=C(C(=O)O)C=C1)C(NC1=NC=CC(=C1)N1CCC(CC1)(C)C)=O